(3s,3as)-7-(4-acetylphenyl)-3-(aminomethyl)-3,3a-dihydro-1h,9h-benzo[e]oxazolo[4,3-b][1,3]oxazin-1-one C(C)(=O)C1=CC=C(C=C1)C=1C=CC2=C(CN3[C@@H](O2)[C@@H](OC3=O)CN)C1